N-methyl-1-{4-[(3R)-3-methylmorpholin-4-yl]-6-[4-((R)-S-methylsulfonimidoyl)tetrahydro-2H-pyran-4-yl]pyrimidin-2-yl}-1H-benzimidazol-2-amine CNC1=NC2=C(N1C1=NC(=CC(=N1)N1[C@@H](COCC1)C)C1(CCOCC1)[S@@](=O)(=N)C)C=CC=C2